COC1=C(C=C(C=C1)OC)C1=CC=C(C=C1)NC(=O)C1=C(C=NC=C1)F N-(2',5'-dimethoxy[1,1'-biphenyl]-4-yl)-3-fluoro-4-pyridinecarboxamide